FC1=C(C=C(C=C1)N1C(=C(C2=CC(=CC=C12)O)C(C(=O)O)(C)C)C(C)C)C 2-(1-(4-fluoro-3-methylphenyl)-5-hydroxy-2-isopropyl-1H-indol-3-yl)-2-methylpropionic acid